(S)-2-amino-3-hydroxy-N-[(3R,5S)-5-methyl-1-(8-trifluoromethyl-quinolin-5-yl)-piperidin-3-yl]-propanamide N[C@H](C(=O)N[C@H]1CN(C[C@H](C1)C)C1=C2C=CC=NC2=C(C=C1)C(F)(F)F)CO